THIADIAZOLEAMIDE S1N=NC(=C1)C(=O)N